2-methyl-N-[4-(prop-2-en-1-yloxy)phenyl]-4-[2-(tetrahydro-2H-pyran-2-yloxy)ethoxy]Pyrimidin-5-amine CC1=NC=C(C(=N1)OCCOC1OCCCC1)NC1=CC=C(C=C1)OCC=C